tert-Butyl 4-(ethyl(quinolin-3-yl)amino)piperidine-1-carboxylate C(C)N(C1CCN(CC1)C(=O)OC(C)(C)C)C=1C=NC2=CC=CC=C2C1